C(#N)C1=CC(=C(C=C1)N1CC(N(C2(CC(C2)C(=O)N(C)C2CC2)C1=O)CC1=CC=C(C=C1)C(F)(F)F)=O)F (2s,4s)-8-(4-cyano-2-fluorophenyl)-N-cyclopropyl-N-methyl-6,9-dioxo-5-(4-(trifluoromethyl)benzyl)-5,8-diazaspiro[3.5]nonane-2-carboxamide